C1(C=CCC=C1)[SiH](C1C=CCC=C1)C1C=CCC=C1 tris(cyclohex-2,5-dien-1-yl)silane